2-(chloromethyl)-3-(trifluoromethoxy)pyridine ClCC1=NC=CC=C1OC(F)(F)F